CC1(OB(OC1(C)C)C=1C=C(C=CC1)C1=NC=NC=N1)C 2-(3-(4,4,5,5-tetramethyl-1,3,2-dioxaborolan-2-yl)phenyl)-1,3,5-triazine